C(C)(=O)O[C@H]1[C@](C=C2C([C@](C3(C(=C12)C)CC3)(C)O)=O)(C)CO[Si](C)(C)C(C)(C)C (2'S,3'R,6'R)-2'-(((tertbutyldimethylsilyl)oxy)methyl)-6'-hydroxy-2',4',6'-trimethyl-7'-oxo-2',3',6',7'-tetrahydrospiro[cyclopropane-1,5'-inden]-3'-yl acetate